OCC1CC(C1)(C1=CC(=CC=C1)[N+](=O)[O-])CC(=O)NNC(=S)NC 1-[[2-[3-(hydroxymethyl)-1-(3-nitrophenyl)cyclobutyl]acetyl]amino]-3-methyl-thiourea